5-((1R,2R)-2-aminocyclopropyl)-N-cyclopentylthiophene-3-carboxamide Hydrochloride Cl.N[C@H]1[C@@H](C1)C1=CC(=CS1)C(=O)NC1CCCC1